ClC=1C(=NC=C(C1)F)[C@H](C)C1CC12N(CCC(C2)C(=O)N)C(=O)C2=NNC(=C2)C2=CC(=NC=C2F)OC ((R)-1-(3-chloro-5-fluoropyridin-2-yl)ethyl)-4-(5-(5-fluoro-2-methoxypyridin-4-yl)-1H-pyrazole-3-carbonyl)-4-azaspiro[2.5]octane-7-carboxamide